C(C(C)C)OC(C(\C=C(\CP(=O)(O)O)/C)N)=O E-2-amino-4-methyl-5-phosphono-3-pentenoic acid isobutyl ester